C1(CC1)C(=O)NC1=CC(=C(N=N1)C(=O)NC([2H])([2H])[2H])NC1=C(C(=CC=C1)C=1C=NN(C1)C1CC1)OC 6-cyclopropaneamido-4-{[3-(1-cyclopropyl-1H-pyrazol-4-yl)-2-methoxyphenyl]amino}-N-(2H3)methylpyridazine-3-carboxamide